7-octadiene CC/C=C/CCC=C